5-chloro-7-(pyridin-4-yl)-1H-pyrazolo[4,3-d]pyrimidine ClC=1N=C(C2=C(N1)C=NN2)C2=CC=NC=C2